ethyl 4-cyclopropyl-2-(diphenylmethyleneamino)butanoate C1(CC1)CCC(C(=O)OCC)N=C(C1=CC=CC=C1)C1=CC=CC=C1